7-(([1,1'-biphenyl]-4-ylmethyl)amino)-5-chloropyrazolo[1,5-a]pyrimidine-3-carbonitrile C1(=CC=C(C=C1)CNC1=CC(=NC=2N1N=CC2C#N)Cl)C2=CC=CC=C2